O[C@@]1(CC[C@@H]2[C@H]3CC[C@]4([C@H]([C@@H]3CC[C@@H]2C1)[C@H]1[C@@H]([C@@H]4C(CN4C=NC=C4)=O)C1)C)C 1-((2R,4aS,4bR,6aS,7S,7aS,8aR,8bR,8cR,10aR)-2-Hydroxy-2,6a-dimethyloctadecahydrocyclopropa[4,5]cyclopenta[1,2-a]phenanthren-7-yl)-2-(1H-imidazol-1-yl)ethan-1-one